tert-butyl 1'-(4-amino-2-fluorophenyl)-3',3'-difluoro-[1,4'-bipiperidine]-4-carboxylate NC1=CC(=C(C=C1)N1CC(C(CC1)N1CCC(CC1)C(=O)OC(C)(C)C)(F)F)F